2-ethyl-4-[3-(methoxymethyl)-2,2-dimethyl-cyclopent-3-en-1-yl]but-2-en-1-ol C(C)C(CO)=CCC1C(C(=CC1)COC)(C)C